2-((3bS,4aR)-5,5-difluoro-3-(trifluoromethyl)-3b,4,4a,5-tetrahydro-1H-cyclopropa[3,4]cyclopenta[1,2-c]pyrazol-1-yl)acetic acid FC1([C@H]2[C@@H](C3=C1N(N=C3C(F)(F)F)CC(=O)O)C2)F